ClC=1C=C2C(=NC=NC2=CC1C1=C(C=CC=C1)F)N1CCN(CC1)C(=O)\C(\C#N)=C\C=1OC=C(N1)C (E)-2-(4-(6-chloro-7-(2-fluorophenyl)quinazolin-4-yl)piperazine-1-carbonyl)-3-(4-methyloxazol-2-yl)acrylonitrile